(N,N'-bis(4-butylphenyl))-N,N'-diphenyl-1,4-phenylenediamine C(CCC)C1=CC=C(C=C1)N(C1=CC=C(C=C1)N(C1=CC=CC=C1)C1=CC=C(C=C1)CCCC)C1=CC=CC=C1